ethyl 2-[(8-formyl-5-methoxynaphthalen-1-yl)oxy]acetate C(=O)C=1C=CC(=C2C=CC=C(C12)OCC(=O)OCC)OC